1,3-dihydroquinoline-6-carboxylic acid N1CCCC2=CC(=CC=C12)C(=O)O